tri-(2-hydroxyethyl)isocyanuric acid diacrylate C(C=C)(=O)O.C(C=C)(=O)O.OCCN1C(N(C(N(C1=O)CCO)=O)CCO)=O